phenyl-4H-benzo[1,3]oxazine C1(=CC=CC=C1)C=1OC2=C(CN1)C=CC=C2